4,6-Dichloro-5-nitropyrimidine ClC1=NC=NC(=C1[N+](=O)[O-])Cl